NC1=C2C(C=CN(C2=CC(=N1)Cl)CC(C)(C)C)=O 5-amino-7-chloro-1-neopentyl-1,6-naphthyridin-4(1H)-one